tert-Butyl 4-((5-(tert-butyl)-1,2,4-oxadiazole-3-carboxamido)methyl)-3,3-difluoropiperidine-1-carboxylate C(C)(C)(C)C1=NC(=NO1)C(=O)NCC1C(CN(CC1)C(=O)OC(C)(C)C)(F)F